1-((2,3-dihydrobenzo[b][1,4]dioxin-6-yl)methyl)-3-fluoro-5-(2-(3-(2-fluorobenzyloxy)-3-phenylpropylsulfonyl)-6-methylpyrimidin-4-yl)pyridin-2(1H)-one O1C2=C(OCC1)C=C(C=C2)CN2C(C(=CC(=C2)C2=NC(=NC(=C2)C)S(=O)(=O)CCC(C2=CC=CC=C2)OCC2=C(C=CC=C2)F)F)=O